CC1=C2C(=O)CC(OC2=CC3=C1OC(=O)C4=C(C(=C(C(=C4O3)C=O)O)Cl)C)(C)C The molecule is a member of the class of depsidones that is 3,4-dihydro-2H,7H-chromeno[7,6-b][1,4]benzodioxepine substituted by a chloro group at position 9, a hydroxy group at position 10, methyl groups at positions 2, 2, 5 and 8, a formyl group at position 11 and oxo groups at positions 4 and 7. Isolated from Chaetomium brasiliense it exhibits antimalarial and cytotoxic activities. It has a role as an antimalarial, an antineoplastic agent and a Chaetomium metabolite. It is an aldehyde, a member of depsidones, a member of phenols, an organic heterotetracyclic compound and an organochlorine compound.